3-thiophene-3-yl-propionic acid S1C=C(C=C1)CCC(=O)O